7-ethyl-indole C(C)C=1C=CC=C2C=CNC12